(E)-6-methylpyridazine-3-carbaldehyde oxime CC1=CC=C(N=N1)/C=N/O